ClC1=C(C=2N=C(N=C3C2C(=N1)OCC1C(N3C)CN(C1)C(=O)OC(C)(C)C)SC)F tert-butyl 5-chloro-4-fluoro-12-methyl-2-(methylthio)-8a,9,11a,12-tetrahydro-8H-7-oxa-1,3,6,10,12-pentaazacyclopenta[5,6]cycloocta[1,2,3-de]naphthalene-10(11H)-carboxylate